2-[6-methyl-3-(1,3-thiazol-4-yl)-1H,4H,5H,6H,7H-pyrazolo[4,3-c]pyridine-5-carbonyl]-8-(trifluoromethyl)indolizine CC1CC2=C(CN1C(=O)C=1C=C3C(=CC=CN3C1)C(F)(F)F)C(=NN2)C=2N=CSC2